5,15-di(4-pyridyl)-10,20-diphenylporphyrin N1=CC=C(C=C1)C=1C2=CC=C(N2)C(=C2C=CC(C(=C3C=CC(=C(C=4C=CC1N4)C4=CC=CC=C4)N3)C3=CC=NC=C3)=N2)C2=CC=CC=C2